BrC=1C=CC(=NC1C(F)F)N(C(OC(C)(C)C)=O)C(=O)OC(C)(C)C tert-butyl N-[5-bromo-6-(difluoromethyl)-2-pyridyl]-N-tert-butoxycarbonyl-carbamate